O=C1N(C=CC=C1)C(C(=O)N1C(C=CC=C1)=O)=O bis(1,2-dihydro-2-oxo-1-pyridyl)-Glyoxal